3-benzyloxy-N-(pyrimidin-5-yl)thiophene-2-carboxamide C(C1=CC=CC=C1)OC1=C(SC=C1)C(=O)NC=1C=NC=NC1